(2R,4S)-9-[1-(2-aminoethyl)azetidin-3-yl]oxy-5,5-dihydroxy-6-oxa-5-boranuidatricyclo[5.4.0.02,4]undeca-1(7),8,10-triene-8-carboxylic acid disodium salt [Na+].[Na+].NCCN1CC(C1)OC1=C(C=2O[B-]([C@H]3C[C@H]3C2C=C1)(O)O)C(=O)O.NCCN1CC(C1)OC1=C(C=2O[B-]([C@H]3C[C@H]3C2C=C1)(O)O)C(=O)O